4-isopropyl-N,N-dimethyl-6-(5-(3-methylpyridin-2-ylamino)-1,2,4-thiadiazol-3-yl)nicotinamide C(C)(C)C1=CC(=NC=C1C(=O)N(C)C)C1=NSC(=N1)NC1=NC=CC=C1C